NC1=CC=C(N=N1)C=1CCN([C@@H](C1)C)C(=O)OC(C)(C)C tert-butyl (R)-4-(6-aminopyridazin-3-yl)-6-methyl-3,6-dihydropyridine-1(2H)-carboxylate